C(C)(C)(C)OC(=O)N[C@H](C(=O)O)C(CC)C (2S)-2-((tert-butoxycarbonyl)amino)-3-methylpentanoic acid